CN1N=NC(=C1C=1C=C2C(=NC1)C=1C(N2C(C2CCOCC2)C2=NC=CC=C2F)=C(N(N1)C([2H])([2H])[2H])C(C)(C)O)C 2-(6-(1,4-dimethyl-1H-1,2,3-triazol-5-yl)-4-((3-fluoropyridin-2-yl)(tetrahydro-2H-pyran-4-yl)methyl)-2-(methyl-d3)-2,4-dihydropyrazolo[3',4':4,5]pyrrolo[3,2-b]pyridin-3-yl)propan-2-ol